IC(C)(O)I diiodo-ethanol